ClC1=C(C=C(C(=C1)OC1=NC=CC=C1)F)C1=NOC(=N1)CC(C(=O)O)=C 2-((3-(2-chloro-5-fluoro-4-(pyridin-2-yloxy)phenyl)-1,2,4-oxadiazol-5-yl)methyl)acrylic acid